1,1,1,3,3,3-hexafluoro-2-methyl-propan-2-ol FC(C(C(F)(F)F)(O)C)(F)F